C1(CC1)C1=NC(=CC=C1C=1CC(N(C(C1)([2H])[2H])CC=1C=NC=2C=C(C(NC2C1)=O)C1CC1)([2H])[2H])C(=O)N cyclopropyl-1'-((7-cyclopropyl-6-oxo-5,6-dihydro-1,5-naphthyridin-3-yl)methyl)-1',2',3',6'-tetrahydro-[3,4'-bipyridin]-2',2',6',6'-d4-6-carboxamide